2-methyl-2-pyrrolidone C[C-]1NC=CC1=O